N-(prop-2-en-1-yl)acetamide methyl-(E)-3-(4-cyano-2-methyl-phenyl)prop-2-enoate COC(\C=C\C1=C(C=C(C=C1)C#N)C)=O.C(C=C)NC(C)=O